4'-(1,4-phenylenebis(1H-1,2,3-triazole-4,1-diyl))bis(2-hydroxybenzoic acid) C1(=CC=C(C=C1)C=1N=NN(C1)C=1C(=C(C(=O)O)C=CC1)O)C=1N=NN(C1)C=1C(=C(C(=O)O)C=CC1)O